3-((1s,2r)-2-hydroxycyclohexyl)-8-(1-methyl-1H-pyrazol-4-yl)-6-(4-(trifluoromethyl)phenyl)pyrido[3,4-d]pyrimidin-4(3H)-one O[C@H]1[C@H](CCCC1)N1C=NC2=C(C1=O)C=C(N=C2C=2C=NN(C2)C)C2=CC=C(C=C2)C(F)(F)F